2-[2-(aminomethyl)-3,3-difluoro-allyl]-4-[3-fluoro-5-(4-piperazin-1-ylphenyl)-2-pyridinyl]-1,2,4-triazol-3-one NCC(CN1N=CN(C1=O)C1=NC=C(C=C1F)C1=CC=C(C=C1)N1CCNCC1)=C(F)F